(4-Methoxyphenyl)-[4-(3-phenylpropyl)-1-piperidyl]methanone COC1=CC=C(C=C1)C(=O)N1CCC(CC1)CCCC1=CC=CC=C1